C1(CC1)C=1C=2N(C=C(N1)C(=O)N1[C@@H](C3=CC=CC=C3CC1)C)C=C(N2)C2=C(C=C(C=C2)N2C[C@@H]([C@H](C2)O)O)F (8-cyclopropyl-2-(4-((3S,4S)-3,4-dihydroxypyrrolidin-1-yl)-2-fluorophenyl)imidazo[1,2-a]pyrazin-6-yl)((R)-1-methyl-3,4-dihydroisoquinolin-2(1H)-yl)methanone